8-(3-(trifluoromethyl)phenyl)-2-(3,4,5-trimethoxybenzoyl)-1,3,4,12a-tetrahydrobenzo[e]pyrazino[1,2-a][1,4]diazepine-6,12(2H,11H)-dione FC(C=1C=C(C=CC1)C1=CC2=C(NC(C3N(C2=O)CCN(C3)C(C3=CC(=C(C(=C3)OC)OC)OC)=O)=O)C=C1)(F)F